CC(=CCCN)C The molecule is an alkylamine that is pent-3-en-1-amine substituted by a methyl group ay position 4. It has a role as a metabolite. It is an alkylamine and an olefinic compound.